tert-butyl 8-bromo-3,4-dihydro-pyrazino-[1,2-a]indole-2(1H)-carboxylate BrC1=CC=2C=C3N(C2C=C1)CCN(C3)C(=O)OC(C)(C)C